C(CCC)C1CS(C2=C(N(C1)C1=CC=C(C=C1)F)C=C(C(=C2)O)SC)(=O)=O 3-butyl-5-(4-fluorophenyl)-8-hydroxy-7-(methylsulfanyl)-2,3,4,5-tetrahydro-1,5-benzothiazepine 1,1-dioxide